dichlorohexabenzocoronene ClC1=C(C=2C(=C3C4=C(C5=C6C(=C7C8=C(C9=C%10C(=C%11C%12=C(C2C2=C3C5=C7C9=C%112)C=CC=C%12)C=CC=C%10)C=CC=C8)C=CC=C6)C=CC=C4)C=C1)Cl